1-benzyl-3-(3-pyridinyl)piperazine C(C1=CC=CC=C1)N1CC(NCC1)C=1C=NC=CC1